COC1=NC=CC(=C1OC)C(C(CCN(C)C)(O)C1=CC(=NC(=C1)OC)N(C)C)C=1C(=NC2=CC=C(C=C2C1)C#N)OC 3-(1-(2,3-dimethoxypyridin-4-yl)-4-(dimethylamino)-2-(2-(dimethylamino)-6-methoxypyridin-4-yl)-2-hydroxybutyl)-2-methoxyquinoline-6-carbonitrile